7-[(4-methyl-sulfonylphenyl)methyl]-2,7-diazaspiro[3.5]nonane CS(=O)(=O)C1=CC=C(C=C1)CN1CCC2(CNC2)CC1